N,N,N',N',N'',N''-hexamethyl-1-(3-(methylamino)propyl)stannanetriamine CN([Sn](N(C)C)(N(C)C)CCCNC)C